CC1(COB(OC1)C1=C(N[C@H](C)C=2C=C(C=C3C(C=C(OC23)N2CCCCC2)=O)C)C=CC(=C1)F)C 8-[(1R)-1-[2-(5,5-dimethyl-1,3,2-dioxaborinan-2-yl)-4-fluoro-anilino]ethyl]-6-methyl-2-(1-piperidyl)chromen-4-one